6-(4-isopropyl-4H-1,2,4-triazole-3-yl)pyridine-2-amine C(C)(C)N1C(=NN=C1)C1=CC=CC(=N1)N